C1CCCC(CCC=CCCC1)=O cyclododec-8-en-5-one